C(C)(C)(C)C1=NN=C(O1)C(=O)NCC1=C(C(=C(C=C1)C1=NC=NN2C1=CC(=C2)N2CCOCC2)F)C(F)F 5-(tert-butyl)-N-(2-(difluoromethyl)-3-fluoro-4-(6-morpholinopyrrolo[2,1-f][1,2,4]triazin-4-yl)benzyl)-1,3,4-oxadiazole-2-carboxamide